1-(difluoromethoxy)-4-isocyanatobenzene FC(OC1=CC=C(C=C1)N=C=O)F